bis(4-hydroxyphenyl)phenylmethane OC1=CC=C(C=C1)C(C1=CC=CC=C1)C1=CC=C(C=C1)O